C(#N)C=1C(=C(C=CC1)C(CC)N(CCNC(OC(C)(C)C)=O)C1CC1)F tert-butyl (2-((1-(3-cyano-2-fluorophenyl)propyl)(cyclopropyl)amino)ethyl)carbamate